4-ethyl-4'-propyl-1,1'-bicyclohexyl C(C)C1CCC(CC1)C1CCC(CC1)CCC